5-chloro-2-(4-(((2s,4s)-2-methyltetrahydro-2H-pyran-4-yl)amino)pyrido[3,4-d]pyridazin-1-yl)phenol ClC=1C=CC(=C(C1)O)C1=C2C(=C(N=N1)N[C@@H]1C[C@@H](OCC1)C)C=NC=C2